COC(=O)C=1C=C(C=2N(C1)N=C(C2C)C2=CC=1C(=C(N=CC1)Cl)N2CC2CC2)OC.COC2=CC=C(C=C2)SCCC(C)C2=CC=NC=C2 4-(4-((4-methoxyphenyl)thio)butan-2-yl)pyridine Methyl-2-(7-chloro-1-(cyclopropylmethyl)-1H-pyrrolo[2,3-c]pyridin-2-yl)-4-methoxy-3-methylpyrazolo[1,5-a]pyridine-6-carboxylate